C(#N)C=1C=C(C(=C(C1)N1[C@H](CN(CC1)C(=O)OC(C)(C)C)C)C1CC1)NC1=NC=2N(C(=N1)N(CC1=CC=C(C=C1)OC)C1CC1)N=CC2C#N tert-butyl (S)-4-(5-cyano-3-((8-cyano-4-(cyclopropyl(4-methoxybenzyl) amino)pyrazolo[1,5-a][1,3,5]triazin-2-yl)amino)-2-cyclopropylphenyl)-3-methylpiperazine-1-carboxylate